(4-bromo-3-chloro-6-methylpyridin-2-yl)acetamide BrC1=C(C(=NC(=C1)C)CC(=O)N)Cl